CC=1C=C(N=NC1OCC=1C(=NOC1C)C=1C=NC(=CC1)C)C(=O)NC1CCOCC1 5-Methyl-6-((5-methyl-3-(6-methylpyridin-3-yl)isoxazol-4-yl)methoxy)-N-(tetrahydropyran-4-yl)pyridazin-3-carboxamid